C(C)(C)(C)OC(=O)N1C[C@@H]2[C@](CC1)(C(N(C2)C2=CC=C(C=C2)C(=O)OC)=O)C (3aR,7aS)-2-(4-(methoxycarbonyl)phenyl)-7a-methyl-1-oxooctahydro-5H-pyrrolo[3,4-c]Pyridine-5-carboxylic acid tert-butyl ester